O=C1NC(CCC1N1C(N(C2=C1C=CC(=C2)CCCC(=O)O)C)=O)=O 4-[1-(2,6-Dioxopiperidin-3-yl)-3-methyl-2-oxo-1,3-benzodiazol-5-yl]butanoic acid